Tetradecanoic acid amide C(CCCCCCCCCCCCC)(=O)N